(2S,3R,4R,5R)-5-((Trityloxy)methyl)tetrahydrofuran-2,3,4-triyl trioleate C(CCCCCCC\C=C/CCCCCCCC)(=O)O[C@@H]1O[C@@H]([C@H]([C@H]1OC(CCCCCCC\C=C/CCCCCCCC)=O)OC(CCCCCCC\C=C/CCCCCCCC)=O)COC(C1=CC=CC=C1)(C1=CC=CC=C1)C1=CC=CC=C1